N-(2,6-dioxo-3-piperidyl)-4-[9-[4-(4-nitrophenyl)piperazin-1-yl]-3-azaspiro[5.5]undecan-3-yl]pyridine-2-carboxamide O=C1NC(CCC1NC(=O)C1=NC=CC(=C1)N1CCC2(CC1)CCC(CC2)N2CCN(CC2)C2=CC=C(C=C2)[N+](=O)[O-])=O